ClC=1C(=C(C=CC1Cl)S(=O)(=O)Cl)OC 3,4-dichloro-2-methoxybenzene-1-sulfonyl chloride